ClCC=1C=C(C=CC1)NC(CC1=CC(=CC=C1)Br)=O N-(3-(chloromethyl)phenyl)-2-(3-bromophenyl)acetamide